C(CCCCC=CCCCCCCCCCCCCCCCCCCCCC)(=O)O 6-Octacosenoic acid